BrC=1C(=NC=NC1)C(F)(F)F 5-bromo-4-(trifluoromethyl)pyrimidine